3-[rac-(1R,3S)-3-(difluoromethyl)cyclopentyl]urea FC([C@@H]1C[C@@H](CC1)NC(N)=O)F |r|